6-Chloro-2-(3,4-dichlorophenyl)-3-(2,2,2-trifluoroethoxy)pyridine ClC1=CC=C(C(=N1)C1=CC(=C(C=C1)Cl)Cl)OCC(F)(F)F